2-Methoxy-L-phenylalanine COC1=C(C[C@H](N)C(=O)O)C=CC=C1